1-(4-((S)-5-(tert-butoxy)-2-((S)-2-((tert-butoxycarbonyl)amino)-3-methylbutanamido)-5-oxopentanamido)benzyl)-1-methylpiperidin-1-ium C(C)(C)(C)OC(CC[C@@H](C(=O)NC1=CC=C(C[N+]2(CCCCC2)C)C=C1)NC([C@H](C(C)C)NC(=O)OC(C)(C)C)=O)=O